N,N,N-trimethyl-4-oxobutan-2-en-1-aminium C[N+](CC=CC=O)(C)C